tert-butyl 3-(6-(bis(4-methoxybenzyl)amino)-4-methyl-3-(trifluoromethyl)pyridin-2-yl)-4-fluoro-6-oxo-1,2,5,6,9,10-hexahydro-8H-5,7,8,10a-tetraazanaphtho[2,1,8-cde]azulene-8-carboxylate COC1=CC=C(CN(C2=CC(=C(C(=N2)C2=C(C=3NC(N=C4C3C3=C2CCN3CCN4C(=O)OC(C)(C)C)=O)F)C(F)(F)F)C)CC4=CC=C(C=C4)OC)C=C1